FC=1C(=C(C(=O)O)C=C(C1F)CC1=C(C(=NC=C1)NS(=O)(=O)NC)F)NC1=C(C=C(C=C1)I)F 3,4-difluoro-2-(2-fluoro-4-iodoanilino)-5-[[3-fluoro-2-(methylaminosulfonylamino)pyridin-4-yl]methyl]benzoic acid